tert-butyl (2S,4R)-4-(2,3-dichloro-6-methoxyphenyl)-2-[[(2-ethoxy-2-oxoethyl)(5-oxopyrrolidin-3-yl)amino]methyl]pyrrolidine-1-carboxylate ClC1=C(C(=CC=C1Cl)OC)[C@H]1C[C@H](N(C1)C(=O)OC(C)(C)C)CN(C1CNC(C1)=O)CC(=O)OCC